N1C=NC=C1C(=O)N1C[C@H](CC1)NC1=NC=CC2=CC=C(C=C12)C1=NOC(=N1)C (S)-(1H-imidazol-5-yl)(3-((7-(5-methyl-1,2,4-oxadiazol-3-yl)isoquinolin-1-yl)amino)pyrrolidin-1-yl)methanone